C(C)(C)[Si](OC1CC(C(C1)O)O)(C(C)C)C(C)C 4-((triisopropylsilyl)Oxy)cyclopentane-1,2-diol